1-(4-(4-fluorobutyl)-2,5-dimethoxyphenyl)propan-2-amine FCCCCC1=CC(=C(C=C1OC)CC(C)N)OC